(3R)-N-{(1S)-1-[(4,4-dimethylpiperidin-1-yl)methyl]-2-methylpropyl}-7-hydroxy-1,2,3,4-tetrahydroisoquinoline-3-carboxamide CC1(CCN(CC1)C[C@H](C(C)C)NC(=O)[C@@H]1NCC2=CC(=CC=C2C1)O)C